3-hydroxylbutyrine disodium (5-fluoro-2-methoxypyridin-4-yl)(methyl)propanedioate FC=1C(=CC(=NC1)OC)C(C(=O)[O-])(C(=O)[O-])C.[Na+].[Na+].OC(C(N)C(=O)O)C